BrC=1C(=NN(C1)C)COC=1C=NC=CC1 3-((4-bromo-1-methyl-1H-pyrazol-3-yl)methoxy)pyridine